N-(3-chloro-4-(1H-1,2,3-triazol-1-yl)phenyl)-1-(isoquinolin-4-yl)-5-(trifluoromethyl)-1H-pyrazole-4-carboxamide ClC=1C=C(C=CC1N1N=NC=C1)NC(=O)C=1C=NN(C1C(F)(F)F)C1=CN=CC2=CC=CC=C12